CON(C(=O)C1=CC2=C(C=C(C3=C2N=CO3)OC)S1)C N,4-dimethoxy-N-methylthieno[2',3':5,6]benzo[1,2-d]oxazole-7-carboxamide